2-hydroxy-3-oxopentane OC(C)C(CC)=O